C(CCCCCCCCCCCCCC)C=1C=C(C=CC1)OC(OC1=CC(=CC=C1)CCCCCCCCCCCCCCC)=O bis-(3-pentadecylphenyl)-carbonate